C(C)N1N=C(C=C1B1OC(C(O1)(C)C)(C)C)C 1-ethyl-3-methyl-5-(4,4,5,5-tetramethyl-1,3,2-dioxaborolan-2-yl)-1H-pyrazole